ClC=1C(=NC(=NC1)NC1CCOCC1)C1=CC=C2CN(C(C2=C1)=O)CC(N1CC(CC1)C1=CC=CC=C1)=O 6-{5-chloro-2-[(oxan-4-yl)amino]pyrimidin-4-yl}-2-[2-oxo-2-(3-phenylpyrrolidin-1-yl)ethyl]-2,3-dihydro-1H-isoindol-1-one